FC1=C(C=CC(=C1)C(F)(F)F)NC(=O)[C@H]1[C@@H]([C@H](CCC1)C1=CC=C(C=C1)N1CCC(CC1)=O)C(=O)O |r| rac-(1R,2R,6S)-2-((2-fluoro-4-(trifluoromethyl)phenyl)carbamoyl)-6-(4-(4-oxopiperidin-1-yl)phenyl)cyclohexane-1-carboxylic acid